N-((3R,6S)-6-((2-(5-(4-Fluoro-2-((S)-3-methylmorpholine-4-carbonyl)phenoxy)pyrimidin-4-yl)-2,7-diazaspiro[3.5]nonan-7-yl)methyl)tetrahydro-2H-pyran-3-yl)cyclopropanesulfonamide FC1=CC(=C(OC=2C(=NC=NC2)N2CC3(C2)CCN(CC3)C[C@@H]3CC[C@H](CO3)NS(=O)(=O)C3CC3)C=C1)C(=O)N1[C@H](COCC1)C